(R)-1-(pyridin-4-yl)ethyl methanesulfonate CS(=O)(=O)O[C@H](C)C1=CC=NC=C1